CC(CCCC)(C)C1=C(C=C(C=C1)C)O 2-(1,1-dimethylpentyl)-5-methylphenol